C(#N)C1=C(SC(=C1)C)N1N=CC(=C1C)C(=O)[O-] 1-(3-cyano-5-methylthiophen-2-yl)-5-methyl-1H-pyrazole-4-carboxylate